ClC=1C=C(C=CC1)C1=NC(=NC(=N1)C1=CC=2C(C3=CC=CC=C3C2C=C1)(C)C)N1C2=CC=CC=C2C=2C=CC=CC12 9-(4-(3-chlorophenyl)-6-(9,9-dimethyl-9H-fluoren-2-yl)-1,3,5-triazin-2-yl)-9H-carbazole